2-(4-chloro-2-fluorophenyl)-2-methyl-4-hydroxy-5-amino-3(2H)-furanone ClC1=CC(=C(C=C1)C1(OC(=C(C1=O)O)N)C)F